2-(hydroxymethyl)phenol bis(diphenylcarbamate) C1(=CC=CC=C1)N(C(O)=O)C1=CC=CC=C1.C1(=CC=CC=C1)N(C(O)=O)C1=CC=CC=C1.OCC1=C(C=CC=C1)O